BrC1=CC=C(ONC(C)=O)C=C1 N-(4-bromophenoxy)acetamide